5-(2,3-difluoro-4-methoxy-phenyl)-N-[4-[2-[[(2R,4R)-4-ethyl-4-hydroxy-pyrrolidine-2-carbonyl]amino]ethylcarbamoyl]-3-methyl-phenyl]-1-methylimidazole-2-carboxamide FC1=C(C=CC(=C1F)OC)C1=CN=C(N1C)C(=O)NC1=CC(=C(C=C1)C(NCCNC(=O)[C@@H]1NC[C@@](C1)(O)CC)=O)C